C1OCC12[C@H](CC2)OC2=NN=C(S2)NC(=O)C=2C=NC(=CC2C2=CC(=NC=C2OC)Cl)C (S)-N-(5-((2-oxaspiro(3.3)heptan-5-yl)oxy)-1,3,4-thiadiazol-2-yl)-2'-chloro-5'-methoxy-6-methyl-(4,4'-bipyridine)-3-carboxamide